C(C)OC(C(CC1CCN(CC1)C(=O)OC(C)(C)C)C)=O tert-butyl 4-(3-ethoxy-2-methyl-3-oxo-propyl)piperidine-1-carboxylate